Ethyl 6-bromo-2-oxo-1-(3-pyridylmethyl)-1,8-naphthyridine-3-carboxylate BrC=1C=C2C=C(C(N(C2=NC1)CC=1C=NC=CC1)=O)C(=O)OCC